(S)-6-chloro-4-(cyclopropylethynyl)-4-(1,1-difluoroethyl)-7-((6-oxopyrimidin-1(6H)-yl)methyl)-3,4-dihydroquinazolin-2(1H)-one ClC=1C=C2[C@](NC(NC2=CC1CN1C=NC=CC1=O)=O)(C(C)(F)F)C#CC1CC1